Benzyl (S)-4-(2-((tert-butoxycarbonyl)amino)-2-cyclohexylacetyl)piperazine-1-carboxylate C(C)(C)(C)OC(=O)N[C@H](C(=O)N1CCN(CC1)C(=O)OCC1=CC=CC=C1)C1CCCCC1